tetracosyldimethyl-ammonium chloride [Cl-].C(CCCCCCCCCCCCCCCCCCCCCCC)[NH+](C)C